palladium (II) dichloroacetone ClC(C(C)=O)Cl.[Pd+2]